C(C1=C(C(=CC(=C1)CCCCCCCCC)C(C1=CC=CC=C1)(C)C)O)C1=C(C(=CC(=C1)CCCCCCCCC)C(C1=CC=CC=C1)(C)C)O 2,2'-methylenebis[6-(α,α-dimethylbenzyl)-4-nonylphenol]